C(C1=CC=CC=C1)OC1=C(C=C(C=C1)OCC1=CC=CC=C1)NC(=O)C1=C(C(=NN1C1=CC(=CC=C1)C#N)C(F)(F)F)CO (2,5-bis(benzyloxy)phenyl)(hydroxy)methyl-(3-cyanophenyl)-3-(trifluoromethyl)-1H-pyrazole-5-carboxamide